2,2,4-trimethyl-3-hydroxypentanoic acid CC(C(=O)O)(C(C(C)C)O)C